5-Hydroxy-Indazol OC=1C=C2C=NNC2=CC1